FC(F)(F)C1=C(C(=C(C=C1)C1=CC=CC=C1)C(F)(F)F)O bis(trifluoromethyl)-[1,1'-biphenyl]-3-ol